glutamic acid monopotassium salt [K+].N[C@@H](CCC(=O)O)C(=O)[O-]